C(C1=CC=CC=C1)SC1=CC=C(N=N1)NC(=O)C1=C(C(=O)OC)C=CC=C1 methyl 2-((6-(benzylthio)pyridazin-3-yl)carbamoyl)benzoate